tert-butyl (S)-((1-(5-cyano-2-(cyclopropylmethoxy)phenethyl) pyrrolidin-3-yl)methyl)carbamate C(#N)C=1C=CC(=C(CCN2C[C@@H](CC2)CNC(OC(C)(C)C)=O)C1)OCC1CC1